ClC(C(=O)N)([2H])[2H] 2-chloro-2,2-bis-deuteroacetamide